2,2,5,5-tetrafluoro-3-(fluoromethyl)sulfolane FC1(S(=O)(=O)C(CC1CF)(F)F)F